N1(N=CC=C1)C=1C=C(CN(C2=CC=C(C=C2)CN2CCOCC2)CC2=CC(=CC=C2)OC)C=CC1 N-(3-(1H-pyrazol-1-yl)benzyl)-N-(3-methoxybenzyl)-4-(morpholinomethyl)aniline